N=1N(N=CC1)C=1C=CC2=C(C1)COC=1N=CSC12 7-(2H-1,2,3-triazol-2-yl)-5H-isochromeno[3,4-d]thiazole